taluronic acid O=C[C@@H](O)[C@@H](O)[C@@H](O)[C@H](O)C(=O)O